3-(3-(7-(4-(2-Hydroxyethyl)piperazin-1-yl)-2-methyl-3-phenylpyrazolo[1,5-a]-pyrimidin-5-yl)phenyl)-N-methoxy-N-methylpropanamide OCCN1CCN(CC1)C1=CC(=NC=2N1N=C(C2C2=CC=CC=C2)C)C=2C=C(C=CC2)CCC(=O)N(C)OC